1-methyl-THiinid CS1[CH-]C=CC=C1